C(CCC)OC(=O)C=1C2=C(OC1C)C1=CC=CC=C1C(=C2)NS(=O)(=O)C=2SC=CC2 2-methyl-5-(thiophene-2-sulfonylamino)naphtho[1,2-b]furan-3-carboxylic acid butyl ester